zinc pyrocatecholate C=1([O-])C([O-])=CC=CC1.[Zn+2]